[(pyridin-2-yl)methyl]-7H-pyrrolo[2,3-d]pyrimidin-4-amine N1=C(C=CC=C1)CC=1N=C(C2=C(N1)NC=C2)N